C(C)SC([S-])=S α-ethyl-trithiocarbonate